C(C1=CC=CC=C1)OC(=O)NC[C@H]1CN(C[C@H]1O[Si](C)(C)C(C)(C)C)C(=O)OC(C)(C)C (3S,4S)-tert-butyl 3-((((benzyloxy) carbonyl)amino)methyl)-4-((tert-butyldimethylsilyl)oxy)pyrrolidine-1-carboxylate